5-(4-(2-(1-(5-(7-(dimethylamino)imidazo[1,2-a]pyridin-2-yl)-3-fluoropyridin-2-yl)piperidin-4-yl)ethyl)piperazin-1-yl)-2-(2,6-dioxopiperidin-3-yl)isoindoline-1,3-dione CN(C1=CC=2N(C=C1)C=C(N2)C=2C=C(C(=NC2)N2CCC(CC2)CCN2CCN(CC2)C=2C=C1C(N(C(C1=CC2)=O)C2C(NC(CC2)=O)=O)=O)F)C